NC1=CC=C(C=C1)NC1=CC=C(C=2C(C3=CC=CC=C3C(C12)=O)=O)NC1=CC=C(C=C1)N 1,4-di(4-amino-phenylamino)anthraquinone